1-(3-cyano-5-(trifluoromethyl)phenyl)-3-(2-(5-(4-methylpiperazin-1-yl)pyrazolo[1,5-a]pyridine-3-carbonyl)-2-azaspiro[3.3]heptan-6-yl)urea C(#N)C=1C=C(C=C(C1)C(F)(F)F)NC(=O)NC1CC2(CN(C2)C(=O)C=2C=NN3C2C=C(C=C3)N3CCN(CC3)C)C1